N-nonoyl-N-methylglucamine C(CCCCCCCC)(=O)N(C[C@H](O)[C@@H](O)[C@H](O)[C@H](O)CO)C